anti-nicotinic acid C(C1=CN=CC=C1)(=O)O